1-methyl-1H-imidazo[4,5-c]pyridin-6-amine CN1C=NC=2C=NC(=CC21)N